4-Bromo-4'-dodecyloxy-benzophenone BrC1=CC=C(C(=O)C2=CC=C(C=C2)OCCCCCCCCCCCC)C=C1